N-((2-(6-(9-oxa-2,6-diazaspiro[4.5]decan-2-yl)pyridin-2-yl)-1,6-naphthyridin-7-yl)methyl)-4-methyl-3-(methylsulfonyl)benzamide C1N(CCC12NCCOC2)C2=CC=CC(=N2)C2=NC1=CC(=NC=C1C=C2)CNC(C2=CC(=C(C=C2)C)S(=O)(=O)C)=O